FC1=CC=CC=2C3CC[C@@]4(C(\C(\[C@H](C4C3CCC12)CCC(=O)NC1=NOC(=C1)C)=C/O)=O)C 3-((13S,15S,Z)-4-fluoro-16-(hydroxymethylene)-13-methyl-17-oxo-7,8,9,11,12,13,14,15,16,17-decahydro-6H-cyclopenta[a]phenanthren-15-yl)-N-(5-methylisoxazol-3-yl)propanamide